C(C)(C)(C)C1=NC=CC(=C1)C1=CC(=C2C=CC=NC2=C1)C1=C(C=C(C=C1)C(=O)N1CCC(CC1)O)Cl (4-(7-(2-(tert-butyl)pyridin-4-yl)quinolin-5-yl)-3-chlorophenyl)(4-hydroxypiperidin-1-yl)methanone